[Br-].CC=1N=C(SC1C)[N+]=1N(N=NC1C1=CC=CC=C1)C1=CC=CC=C1 (4,5-dimethylthiazole-2-yl)2,5-diphenyltetrazolium bromide